2-hydroxyethyl-[(3R)-3-[4-(6-oxo-1H-pyridin-3-yl)phenyl]-3-[[(6S)-6-tert-butyl-5,6,7,8-tetrahydrothieno[2,3-b]quinoline-2-carbonyl]amino]propyl]ammonium OCC[NH2+]CC[C@@H](NC(=O)C1=CC=2C(=NC=3CC[C@@H](CC3C2)C(C)(C)C)S1)C1=CC=C(C=C1)C1=CNC(C=C1)=O